ClC1=C(C=C(C=C1)F)C1NC(C2=C3C(=CC(=C12)NC(C1=CC(=CC(=C1)F)C(F)(F)F)=O)NC(N3)=O)=O N-[6-(2-chloro-5-fluorophenyl)-2,8-dioxo-3,6,7,8-tetrahydro-1H-imidazo[4,5-e]isoindol-5-yl]-5-fluoro-3-(trifluoromethyl)benzamide